triphenyltin C1(=CC=CC=C1)[Sn](C1=CC=CC=C1)C1=CC=CC=C1